C(#N)CCCOC1=CC2=C(N=C(O2)C=2C(=C(C=CC2)C2=CC=CC=C2)C)C=C1CN1CCCCC1 (2S)-1-{[6-(3-Cyanopropoxy)-2-(2-methylbiphenyl-3-yl)-1,3-benzoxazol-5-yl]methyl}piperidin